B1=CC=COO1 dioxaborine